Para-styrenesulfonic Acid Dicyclohexylamine Salt C1(CCCCC1)NC1CCCCC1.C=CC1=CC=C(C=C1)S(=O)(=O)O